C(C)(C)(C)OC(=O)N1CCC2(CCCN2CC=2C=C(C=C(C2)C(F)(F)F)N2CC(OCC2)(C(=O)O)C)CC1 4-(3-((8-(tert-butyloxycarbonyl)-1,8-diazaspiro[4.5]decan-1-yl)methyl)-5-(trifluoromethyl)phenyl)-2-methylmorpholine-2-carboxylic acid